C1(CCC1)C=1C(=NN(C1C1=CC(=CC(=C1)F)F)C)NC(C[C@@H]1C(C(C1)(F)F)(F)F)=O (S)-N-(4-cyclobutyl-5-(3,5-difluorophenyl)-1-methyl-1H-pyrazol-3-yl)-2-(2,2,3,3-tetrafluorocyclobutyl)acetamide